C=1(C(=CN=CC1)S(=O)(=O)O)C=CC=1C(=CN=CC1)S(=O)(=O)O 4,4'-diazastilbene-2,2'-disulfonic acid